FC(C=1C=CC(=NC1)C=1C=2N(C=C(N1)C(=O)OCC)C=CC2)(F)F ethyl 1-(5-(trifluoromethyl)pyridin-2-yl)pyrrolo[1,2-a]pyrazine-3-carboxylate